N-methyl-diazoacetanilide CN(C1=CC=CC=C1)C(C=[N+]=[N-])=O